(3E)-6-(nonanyloxymethoxy)-3-hexenyl-lithium C(CCCCCCCC)OCOCC/C=C/CC[Li]